ethyl 5-[2'-chloro-5'-(difluoromethoxy)-6-methyl-[4,4'-bipyridine]-3-amido]-1,3,4-thiadiazole-2-carboxylate ClC1=NC=C(C(=C1)C1=C(C=NC(=C1)C)C(=O)NC1=NN=C(S1)C(=O)OCC)OC(F)F